S1(CCC=C1)(=O)=O 2,3-dihydrothiophene-1,1-dioxide